2-amino-N-[4-[3-(4-hydroxy-3-methyl-1-piperidinyl)phenyl]thiazol-2-yl]acetamide Bis(1,3-dichloro-2-propyl)phosphate ClCC(CCl)OP(=O)(OC(CCl)CCl)O.NCC(=O)NC=1SC=C(N1)C1=CC(=CC=C1)N1CC(C(CC1)O)C